4-methoxycarbonyltetrahydrothiophene COC(=O)C1CCSC1